5-(2-methoxy-1-(1H-pyrazol-1-yl)ethyl)-1-(1H-pyrazol-4-yl)-4,6,7,8-tetrahydro-3H-9-oxa-2-thia-4-azabenzo[cd]azulene-3-one COCC(N1N=CC=C1)C=1NC(C=2SC(=C3OCCCC1C23)C=2C=NNC2)=O